3-(benzyloxy)-5-(3-chlorophenyl)-4-cyclopropylpicolinonitrile C(C1=CC=CC=C1)OC=1C(=NC=C(C1C1CC1)C1=CC(=CC=C1)Cl)C#N